NC1CN(CC1)C=1C(=NC2=CC=CC=C2N1)C=1C=C(C#N)C=CC1 3-[3-(3-aminopyrrolidin-1-yl)quinoxalin-2-yl]benzonitrile